sodium 2-(8-chloro-2-(methyl(spiro[3.3]heptan-2-yl)amino)-9-(methylthio)-5-oxobenzo[b][1,8]naphthyridin-10(5H)-yl)acetate ClC=1C=CC2=C(N(C=3N=C(C=CC3C2=O)N(C2CC3(C2)CCC3)C)CC(=O)[O-])C1SC.[Na+]